N-(3-((2-((1-(2-(dimethylamino)ethyl)-3-methyl-1H-pyrazol-4-yl)amino)-5-(trifluoromethyl)pyrimidin-4-yl)amino)propyl)-N,1-dimethylazetidine-3-carboxamide CN(CCN1N=C(C(=C1)NC1=NC=C(C(=N1)NCCCN(C(=O)C1CN(C1)C)C)C(F)(F)F)C)C